2-[4-[(Z)-Octadec-9-enoyl]oxyphenyl]acetic acid [4-(2-tert-butoxy-2-oxo-ethyl)phenyl](Z)-octadec-9-enoate C(C)(C)(C)OC(CC1=CC=C(C=C1)OC(CCCCCCC\C=C/CCCCCCCC)=O)=O.C(CCCCCCC\C=C/CCCCCCCC)(=O)OC1=CC=C(C=C1)CC(=O)O